1-(8-bromopyrido[2,3-e][1,2,4]triazolo[4,3-a]pyrazin-4-yl)-N-methylazetidin-3-amine hydrobromic acid salt Br.BrC1=CC2=C(N=C(C=3N2C=NN3)N3CC(C3)NC)N=C1